rel-N-(((1S,2R)-2-aminocyclobutyl)methyl)-4-(3-methyl-1H-pyrrolo[2,3-b]pyridin-4-yl)-3,4-dihydro-2H-1,4-thiazine-6-carboxamide N[C@H]1[C@@H](CC1)CNC(=O)C1=CN(CCS1)C1=C2C(=NC=C1)NC=C2C |o1:1,2|